NC1=C(C=C(C(=C1)C)Cl)S(=O)(=O)O amino-4-methyl-5-chlorobenzenesulfonic acid